CC1(OB(OC1(C)C)C=C1CN(CCC1)C(=O)OC(C)(C)C)C tert-butyl 3-((4,4,5,5-tetramethyl-1,3,2-dioxaborolan-2-yl)methylene)piperidine-1-carboxylate